methyl ((R)-2-((6-cyanopyridin-2-yl) methoxy)-3-(octadecyloxy)propyl) hydrogen phosphate P(=O)(OC)(OC[C@@H](COCCCCCCCCCCCCCCCCCC)OCC1=NC(=CC=C1)C#N)O